NC1=C2C(=NC(=N1)NC=1C=NN(C1)CC)N(N=C2)[C@H]2CN(CCC2)C(C=C)=O (R)-1-(3-(4-amino-6-((1-ethyl-1H-pyrazol-4-yl)amino)-1H-pyrazolo[3,4-d]pyrimidin-1-yl)piperidin-1-yl)prop-2-en-1-one